C1(CCCCC1)C(=O)N1CC2N(CCC3=CC=CC=C23)C(C1)=O 2-(cyclohexylcarbonyl)-1,2,3,6,7,11b-hexahydro-4H-pyrazino-[2,1-a]-isoquinolin-4-one